1-{4-[(1-phenylcyclohexyl)sulfamoyl]phenyl}-3-(pyridin-3-ylmethyl)urea C1(=CC=CC=C1)C1(CCCCC1)NS(=O)(=O)C1=CC=C(C=C1)NC(=O)NCC=1C=NC=CC1